2-(3-bromo-1-methyl-1H-pyrazol-5-yl)acetic acid BrC1=NN(C(=C1)CC(=O)O)C